[C@H]12CC(C[C@H](CCC1)N2)N(C2=CC=C(N=N2)C2=C(C=C(C=C2)C2=CC(=C(C=C2)C)OC)O)C 4-(6-(((1R,3S,5S)-9-azabicyclo[3.3.1]nonan-3-yl)(methyl)amino)pyridazin-3-yl)-3'-methoxy-4'-methyl-[1,1'-biphenyl]-3-ol